N'-(2,5-Dimethyl-4-{[3-(2,2,2-trifluoroethoxy)phenyl]sulfanyl}phenyl)-N-ethyl-N-methyl-imidoformamid CC1=C(C=C(C(=C1)SC1=CC(=CC=C1)OCC(F)(F)F)C)N=CN(C)CC